ClC1=C(C=C(C=C1)N(C(OCC)=O)C1=NOC(C1)(C(F)(F)F)C1=CC(=CC(=C1)Cl)Cl)C(NC1(CC1)C#N)=O ethyl N-[4-chloro-3-[(1-cyanocyclopropyl)carbamoyl]phenyl]-N-[5-(3,5-dichlorophenyl)-5-(trifluoromethyl)-4H-isoxazol-3-yl]carbamate